NC1=NC(=C2C(=N1)N(N=C2)CC2=C(C=C(C=C2F)N)F)C2=CC(=NC=C2)C#N 4-(6-amino-1-(4-amino-2,6-difluorobenzyl)-1H-pyrazolo[3,4-d]pyrimidin-4-yl)pyridinecarbonitrile